N[C@](COC=1C(=CC(=NC1)C)C1=CC=2N(C=C1)N=C(C2)NC2=NC(=NC(=C2)C)C)(C(F)(F)F)C |r| (rac)-5-[5-(2-amino-3,3,3-trifluoro-2-methyl-propoxy)-2-methyl-4-pyridyl]-N-(2,6-dimethylpyrimidin-4-yl)pyrazolo[1,5-a]pyridin-2-amine